ClC=1C(=CC(=C(C(=O)NC2=CC(=CC=C2)C(N)=NO)C1)N1CCC(CCC1)(F)F)C(F)(F)F 5-chloro-2-(4,4-difluoroazepan-1-yl)-N-(3-(N'-hydroxyamidino)phenyl)-4-trifluoromethylbenzamide